FC(C1=CC=CC(=N1)NC(=O)C=1N=C(C=2N(C1)C=C(N2)C21COC(C2)(C1)C)OC)F N-(6-(difluoromethyl)pyridin-2-yl)-8-methoxy-2-(1-methyl-2-oxabicyclo[2.1.1]hex-4-yl)imidazo[1,2-a]pyrazine-6-carboxamide